(9H-carbazol-2-yl)pinacol borate B(O)(O)O.C1=C(C=CC=2C3=CC=CC=C3NC12)CC(O)(C)C(C)(C)O